[Fe-4](C#N)(C#N)(C#N)(C#N)(C#N)C#N.[Cs+].[Rb+].[K+].[Mg+2] magnesium potassium rubidium cesium ferrocyanide